C(C)(C)C1=NN(C(C2=C1N(N=C2)C)=O)CC(=O)N 2-(7-isopropyl-1-methyl-4-oxo-pyrazolo[3,4-d]pyridazin-5-yl)acetamide